2-(2,3-difluoro-5-hydroxy-4-isopropylphenyl)-4H-benzopyran-4-one FC1=C(C=C(C(=C1F)C(C)C)O)C=1OC2=C(C(C1)=O)C=CC=C2